O=C1NC(CCC1N1C(C2=CC=C(C=C2C1)C#CCCCCCCCCC=O)=O)=O 11-(2-(2,6-dioxopiperidin-3-yl)-1-oxoisoindolin-5-yl)undec-10-ynal